CC=1C=C(C=C(C1OC)C)C=1[CH-]C=CC1.[CH-]1C=CC=C1.[Fe+2] 2-[3,5-dimethyl-4-methoxyphenyl]ferrocene